(3-(2-((1-methyl-1H-pyrazol-4-yl)amino)pyrimidin-4-yl)-8-azabicyclo[3.2.1]oct-2-en-8-yl)methanone CN1N=CC(=C1)NC1=NC=CC(=N1)C1=CC2CCC(C1)N2C=O